1-(2,6-diazaspiro[3.3]hept-2-yl)ethan-1-one dihydrochloride Cl.Cl.C1N(CC12CNC2)C(C)=O